O=C1NC(CCC1N1C(C2=CC=C(C=C2C1=O)N1CC2(CC(C2)C(=O)O)CC1)=O)=O 6-(2-(2,6-dioxopiperidin-3-yl)-1,3-dioxoisoindolin-5-yl)-6-azaspiro[3.4]octane-2-carboxylic acid